2-(2,4-dimethylphenyl)thioaniline CC1=C(C=CC(=C1)C)SC1=C(N)C=CC=C1